ethyl (E)-4-((4-chloro-3-methylphenyl) (methyl-d3)amino)-4-oxobut-2-enoate ClC1=C(C=C(C=C1)N(C(/C=C/C(=O)OCC)=O)C([2H])([2H])[2H])C